C1(=C(C=CC=C1)OCCCC(C=C(F)F)CC(=O)O)C1=CC=CC=C1.COC1=CC=C(C=C1)CN(C=1C=C(C=CC1F)S(=O)(=O)N)CC1=CC=C(C=C1)OC 3-[bis[(4-methoxyphenyl)methyl]amino]-4-fluoro-benzenesulfonamide 6-([1,1'-Biphenyl]-2-yloxy)-1,1-difluorohex-1-en-3-yl-acetate